OCCC1=NC=CC=N1 hydroxyethylpyrimidine